C1(CCCC1)N1C(C(=CC2=CN=C(C=C12)NC1=CC=C(C=C1)N1CCN(CC1)C)C#N)=O 1-cyclopentyl-7-((4-(4-methylpiperazin-1-yl)phenyl)amino)-2-oxo-1,2-dihydro-1,6-naphthyridine-3-carbonitrile